4-(2-acetamidoethyl)-6-cyclopropoxyquinoline C(C)(=O)NCCC1=CC=NC2=CC=C(C=C12)OC1CC1